C(C)OC(=O)CC[C@H]([C@H](CC)N)N=[N+]=[N-] (1S,3R,4S)-4-amino-3-azidohexane-1-carboxylic acid ethyl ester